3-((4-(((S)-2-hydroxy-1-phenylethyl)amino)-5-(1,3,4-oxadiazol-2-yl)pyrimidin-2-yl)amino)-6,9-dimethyl-6,9-dihydro-11H-pyridazino[1,2-a]indazol-11-one OC[C@H](C1=CC=CC=C1)NC1=NC(=NC=C1C=1OC=NN1)NC1=CC=C2C(N3N(C2=C1)C(C=CC3C)C)=O